4-(3-(5-(difluoromethyl)pyridin-2-yl)-1-methyl-1H-pyrazol-4-yl)-1H-pyrazolo[3,4-b]pyridine FC(C=1C=CC(=NC1)C1=NN(C=C1C1=C2C(=NC=C1)NN=C2)C)F